[4-(pentafluoro-lambda6-sulfanyl)anilino]pyridine-3-carbohydrazide methyl-2-(2-bromoacetamido)-3-(3,5-difluorobenzoyl)-4H,5H,6H-cyclopenta[b]thiophene-5-carboxylate COC(=O)C1CC2=C(SC(=C2C(C2=CC(=CC(=C2)F)F)=O)NC(CBr)=O)C1.FS(C1=CC=C(NC2=NC=CC=C2C(=O)NN)C=C1)(F)(F)(F)F